4,2'-Dihydroxy-3,4',6'-trimethoxychalcone OC1=C(C=C(C=C1)\C=C\C(=O)C1=C(C=C(C=C1OC)OC)O)OC